(4-(6-(4-chlorophenyl)-2-(pyridin-3-yl)pyrimidin-4-yl)piperazin-1-yl)-4-oxobutanoic acid ethyl ester C(C)OC(C(CC=O)N1CCN(CC1)C1=NC(=NC(=C1)C1=CC=C(C=C1)Cl)C=1C=NC=CC1)=O